2-chloro-N-{2-chloro-4-[({4-[1-methyl-4-(trifluoromethyl)imidazol-2-yl]phenyl}methyl)amino]pyrimidin-5-yl}acetamide ClCC(=O)NC=1C(=NC(=NC1)Cl)NCC1=CC=C(C=C1)C=1N(C=C(N1)C(F)(F)F)C